20-hydroxymethylpregna-1,4-diene-3-one OCC(C)[C@H]1CC[C@H]2[C@@H]3CCC4=CC(C=C[C@]4(C)[C@H]3CC[C@]12C)=O